(S)-2-(2-bromo-4-iodophenoxy)propionic acid BrC1=C(O[C@H](C(=O)O)C)C=CC(=C1)I